methyl N-[5-({4-[(2S)-2-[(8-cyclopropylquinazolin-4-yl)amino]propyl]piperazin-1-yl} sulfonyl)-4-methyl-1,3-thiazol-2-yl]carbamate C1(CC1)C=1C=CC=C2C(=NC=NC12)N[C@H](CN1CCN(CC1)S(=O)(=O)C1=C(N=C(S1)NC(OC)=O)C)C